C(#N)C1=CNC2=C(C=CC(=C12)C)NS(=O)(=O)C1=C(N=C(S1)C)C N-(3-cyano-4-methyl-1H-indol-7-yl)-2,4-dimethylthiazole-5-sulfonamide